ClC1=NC=C(C(=N1)NCC1=CC=C(C=C1)N1N=C(C=C1C(C)C)C(F)(F)F)[N+](=O)[O-] 2-chloro-N-([4-[5-isopropyl-3-(trifluoromethyl)pyrazol-1-yl]phenyl]methyl)-5-nitropyrimidin-4-amine